C(C)(C)(C)[Pd](CCl)(C1=C(C=CC(=C1)OC)OC)C(C)(C)C di-(tert-butyl)(2,5-dimethoxyphenyl)chloromethylpalladium